5-(2,6-Difluoro-4-nitrophenoxy)-2-methylbenzonitrile FC1=C(OC=2C=CC(=C(C#N)C2)C)C(=CC(=C1)[N+](=O)[O-])F